(S)-N-(5-(2-(2-aminopyridin-3-yl)-5-(1H-pyrazol-1-yl)-3H-imidazo[4,5-b]pyridin-3-yl)-2,3-dihydro-1H-inden-1-yl)-2-formylthiazole-4-carboxamide NC1=NC=CC=C1C1=NC=2C(=NC(=CC2)N2N=CC=C2)N1C=1C=C2CC[C@@H](C2=CC1)NC(=O)C=1N=C(SC1)C=O